8-Methyl-2-{[(2S)-oxetan-2-yl]methyl}-4,5-dihydro-2H-furo[2,3-g]indazole-7-carboxylic acid ethyl ester C(C)OC(=O)C1=C(C2=C(CCC3=CN(N=C23)C[C@H]2OCC2)O1)C